S(=O)(=O)(O)C1=CC=C(S1)C=1C(OC2=CC(=CC=C2C1)N1CCC(CC1)C(=O)O)=O 1-[3-(5-sulfo-thiophen-2-yl)-2-oxo-2H-chromen-7-yl]Piperidine-4-carboxylic acid